C(C)(=O)N(CCCCCNC(=O)CCC(=O)N(CCCCCNC(CCC(=O)N(O)CCCCCN)=O)O)O N-[5-({3-[5-(Acetyl-hydroxy-amino)-pentylcarbamoyl]-propionyl}-hydroxy-amino)-pentyl]-N'-(5-amino-pentyl)-N'-hydroxysuccinamide